2-amino-6-((3-((3R,5R)-5-(4-chlorophenyl)tetrahydro-furan-3-yl)-1,2,4-oxadiazol-5-yl)methyl)pyrido[2,3-d]pyridazin-5(6H)-one NC=1C=CC2=C(C=NN(C2=O)CC2=NC(=NO2)[C@@H]2CO[C@H](C2)C2=CC=C(C=C2)Cl)N1